C1(=CC=CC=C1)C(C)NC1=NC=NC2=CC=C(C=C12)C=1C=CC(=NC1)O 5-(4-((1-phenyl-ethyl)amino)quinazolin-6-yl)-pyridin-2-ol